1-(3-(7-chloro-1H-indol-6-yl)-5-hydroxymethyl-1-(tetrahydro-2H-pyran-2-yl)-1H-pyrazolo[3,4-b]pyrazine-6-yl)-N-(3-cyanophenyl)-4-methylpiperidine-4-carboximidamide ClC=1C(=CC=C2C=CNC12)C1=NN(C2=NC(=C(N=C21)CO)N2CCC(CC2)(C(NC2=CC(=CC=C2)C#N)=N)C)C2OCCCC2